Perfluorononene C(=C(F)F)(C(C(C(C(C(C(C(F)(F)F)(F)F)(F)F)(F)F)(F)F)(F)F)(F)F)F